5-Chloro-N-((2R,3R)-1-((phenyl)methyl)-2-methylpyrrolidin-3-yl)-2-trideuteromethoxy-4-(methylamino)benzamide ClC=1C(=CC(=C(C(=O)N[C@H]2[C@H](N(CC2)CC2=CC=CC=C2)C)C1)OC([2H])([2H])[2H])NC